4-(5-(Phenylethylamino)pyridin-2-yl)piperazine-1-carboxylic acid tert-butyl ester C(C)(C)(C)OC(=O)N1CCN(CC1)C1=NC=C(C=C1)NCCC1=CC=CC=C1